CCCCCCCCOC1=CC=CC=C1 8-octylphenyl ether